N1(CCCCC1)CCCNC(OC(CCC\C=C/CCCCC)C(CCC\C=C/CCCCC)CCC\C=C/CCCCC)=S (6Z,16Z)-12-((Z)-dec-4-en-1-yl)docosa-6,16-dien-11-yl (3-(piperidin-1-yl)-propyl)carbamothioate